N1-((S)-4-methyl-1-oxo-1-(((S)-3-oxo-1-((S)-2-oxopyrrolidin-3-yl)-4-(2,3,5,6-tetrafluorophenoxy)butan-2-yl)amino)pentan-2-yl)-N2-(2-(trifluoromethyl)-pyridin-3-yl)oxalamide CC(C[C@@H](C(N[C@@H](C[C@H]1C(NCC1)=O)C(COC1=C(C(=CC(=C1F)F)F)F)=O)=O)NC(C(=O)NC=1C(=NC=CC1)C(F)(F)F)=O)C